2-(6-(6-methylpyrazin-2-ylamino)pyrimidin-4-ylamino)benzonitrile CC1=CN=CC(=N1)NC1=CC(=NC=N1)NC1=C(C#N)C=CC=C1